C(C)(C)(C)OC(=O)NC(C(=O)[O-])CC1=CC(=NC=C1)OC ((tert-butoxycarbonyl)amino)-3-(2-methoxypyridin-4-yl)propanoate